3-(2-fluoro-4-methoxyphenyl)-N-(2-(2,2,6,6-tetrafluoromorpholino)pyrimidin-4-yl)isoxazol-5-amine FC1=C(C=CC(=C1)OC)C1=NOC(=C1)NC1=NC(=NC=C1)N1CC(OC(C1)(F)F)(F)F